1-(2-Oxo-1,2-dihydrobenzo[cd]indol-6-yl)-5-(trifluoromethyl)-1H-pyrazole-4-carboxylic acid ethyl ester C(C)OC(=O)C=1C=NN(C1C(F)(F)F)C=1C=2C3=C(C(NC3=CC1)=O)C=CC2